2-HYDROXY-5-CHLOROMETHYLBENZALDEHYDE OC1=C(C=O)C=C(C=C1)CCl